phosphosulfuric acid P(=O)(=O)OS(O)(=O)=O